C(CCCCCCCCCCCCCCC)N[C@@H](CC(C)C)C(=O)O hexadecyl-leucine